1-(3-methoxypropyl)cyclopent-1,3-diene COCCCC1=CC=CC1